(4-aminophenyl)[4-(dimethylamino)-1-piperidinyl]methanone (S)-quinuclidin-3-yl-(6-(2,3-dimethoxyphenyl)-2,2-dimethyl-1,2,3,4-tetrahydronaphthalen-1-yl)carbamate N12CC(C(CC1)CC2)N(C(O)=O)[C@H]2C(CCC1=CC(=CC=C21)C2=C(C(=CC=C2)OC)OC)(C)C.NC2=CC=C(C=C2)C(=O)N2CCC(CC2)N(C)C